(R)-2-chloro-N-(5-chloro-6-(1-methyl-1H-pyrazol-3-yl)pyridin-3-yl)-8-methyl-8-(trifluoromethyl)-7,8-dihydro-6H-pyrazolo[1,5-a]pyrrolo[2,3-e]pyrimidine-6-carboxamide ClC1=NN2C(N=CC3=C2[C@@](CN3C(=O)NC=3C=NC(=C(C3)Cl)C3=NN(C=C3)C)(C(F)(F)F)C)=C1